4-[bis(4-cyanooxyphenyl)methyl]biphenyl C(#N)OC1=CC=C(C=C1)C(C1=CC=C(C=C1)C1=CC=CC=C1)C1=CC=C(C=C1)OC#N